4-(perfluoroethylphenoxy)nicotinate FC=1C(=C(OC2=CC=NC=C2C(=O)[O-])C(=C(C1F)F)F)C(C(F)(F)F)(F)F